COC=1C(=NC(=NC1)NC=1C=C(C=CC1)S(=O)(=O)N)N1[C@@H](CN(CC1)C1=CC=CC=C1)C(F)(F)F (S)-3-((5-methoxy-4-(4-phenyl-2-(trifluoromethyl)piperazin-1-yl)pyrimidin-2-yl)amino)benzenesulfonamide